O1[C@@H](COCC1)COC=1N2CCC3=C(C2=C(C(C1)=O)C)C=CC(=C3)OCC(C(F)(F)F)(F)F 4-[[(2S)-1,4-dioxan-2-yl]methoxy]-1-methyl-9-(2,2,3,3,3-pentafluoropropoxy)-6,7-dihydrobenzo[a]quinolizin-2-one